(3R)-4-{3-[(4-methoxyphenyl)methoxy]-7-[2-(trifluoromethyl)phenyl]-[1,2]thiazolo[4,5-b]pyridin-5-yl}-3-methylmorpholine COC1=CC=C(C=C1)COC1=NSC=2C1=NC(=CC2C2=C(C=CC=C2)C(F)(F)F)N2[C@@H](COCC2)C